(S)-8-chloro-6-(((1-(1-(difluoromethyl)cyclopropyl)-1H-1,2,3-triazol-4-yl)(8-fluoroquinolin-5-yl)methyl)amino)-4-((3,3,3-trifluoro-2,2-dimethylpropyl)amino)quinoline-3-carbonitrile ClC=1C=C(C=C2C(=C(C=NC12)C#N)NCC(C(F)(F)F)(C)C)N[C@@H](C1=C2C=CC=NC2=C(C=C1)F)C=1N=NN(C1)C1(CC1)C(F)F